FC(C(C(C(C(C(C(C(C(C(C(F)(F)F)(F)F)(F)F)(F)F)(F)F)(F)F)(F)F)(F)F)(F)F)(F)F)(F)Cl perfluoroundecyl chloride